4-(azidomethyl)-1-(3-(4-fluorophenyl)cyclopentyl)-1H-pyrazole N(=[N+]=[N-])CC=1C=NN(C1)C1CC(CC1)C1=CC=C(C=C1)F